tetrapropyleneglycol bis(3-mercaptopropionate) SCCC(=O)OC(C)COC(C)COC(C)COC(C)COC(CCS)=O